6-(N-(5-chloro-2-(4-cyclopropylmethoxypiperidin-1-yl)pyridin-3-yl)aminosulfonyl)benzofuran-2-carboxylic acid ethyl ester C(C)OC(=O)C=1OC2=C(C1)C=CC(=C2)S(=O)(=O)NC=2C(=NC=C(C2)Cl)N2CCC(CC2)OCC2CC2